5-(4-amino-5-{[4-(trifluoromethyl)piperidin-1-yl]methyl}pyrrolo[2,1-f][1,2,4]triazin-7-yl)-N-[(3R,4S)-1-(3,3-difluorocyclobutanecarbonyl)-4-fluoropyrrolidin-3-yl]-2-methylbenzamide NC1=NC=NN2C1=C(C=C2C=2C=CC(=C(C(=O)N[C@@H]1CN(C[C@@H]1F)C(=O)C1CC(C1)(F)F)C2)C)CN2CCC(CC2)C(F)(F)F